tert-butyl (Z)-5-(2-ethoxy-2-oxoethylidene)hexahydrocyclopenta[c]pyrrole-2(1H)-carboxylate C(C)OC(C=C1CC2C(CN(C2)C(=O)OC(C)(C)C)C1)=O